C(C1=CC=CC=C1)OC1C(=C(C(O1)=O)Br)Br 5-benzyloxy-3,4-dibromo-2(5H)-furanone